C1(CCCCC1)CCCCCCCCCCC(O[Si](OCCCCCCN(CC#C)C)(C)C)OCCCCCCCC\C=C/CCCCCCCC (Z)-10-(10-cyclohexyldecyl)-N,8,8-trimethyl-N-(prop-2-yn-1-yl)-7,9,11-trioxa-8-silanonacos-20-en-1-amine